2-(3-((1r,3r)-3-hydroxy-1-(4-methyl-4H-1,2,4-triazol-3-yl)cyclobutyl)phenyl)-6-(((1-methylcyclobutyl)amino)methyl)-4-(trifluoromethyl)isoindolin-1-one OC1CC(C1)(C1=NN=CN1C)C=1C=C(C=CC1)N1C(C2=CC(=CC(=C2C1)C(F)(F)F)CNC1(CCC1)C)=O